C(CCCCCCCCCCCCCCCCCCCC)(=O)OCC(OC(CCCCCCCCCCC)=O)COP(=O)(O)OC[C@H](N)C(=O)O 1-heneicosanoyl-2-dodecanoyl-glycero-3-phosphoserine